CCC(O)(OC1=CC=C(C=C1)C(C)(C2=CC=C(C=C2)OC(CC)(O)OC(=O)C(=C)C)C3=CC=C(C=C3)OC(CC)(O)OC(=O)C(=C)C)OC(=O)C(=C)C 1,1,1-Tris[4-(2'-hydroxy-3'-methacryloyloxypropoxy)phenyl]ethane